ClC=1C2=C(N=CN1)N(C=C2C=O)C(C)C 4-chloro-7-isopropyl-pyrrolo[2,3-d]pyrimidine-5-carbaldehyde